C(C)(C)(C)C=1C(=C(C2=C(N(N=N2)C(=O)[O-])C1)C(C)(C)C)C1=NOC(=C1)C1=NC(=CN=C1NC(=O)OC(C)(C)C)Br bis(tert-butyl)-5-(5-(6-bromo-3-((tert-butoxycarbonyl) amino) pyrazin-2-yl) isoxazol-3-yl)-1H-benzo[d][1,2,3]triazole-1-carboxylate